4-(((trans)-4-(4-carbamoylphenyl)cyclohexyl)oxy)-1H-1,2,3-triazole-5-carboxylic acid 2,2,2-trifluoroacetate FC(C(=O)O)(F)F.C(N)(=O)C1=CC=C(C=C1)[C@@H]1CC[C@H](CC1)OC=1N=NNC1C(=O)O